(Z)-N-(3-(3-hydroxycyclopentyl)thiazolidin-2-ylidene)-1H-pyrrolo[2,3-b]pyridine-3-carboxamide OC1CC(CC1)N1/C(/SCC1)=N/C(=O)C1=CNC2=NC=CC=C21